CS(=O)(=O)N[C@H]1[C@@H]2[C@H](N([C@H]1COC1CC3CC3(CC1)C1=NC=CC=N1)C(=O)OC)CCC2 methyl (2R,3S,3aS,6aR)-3-(methylsulfonamido)-2-(((6-(pyrimidin-2-yl)bicyclo[4.1.0]heptan-3-yl)oxy)methyl)hexahydrocyclopenta[b]pyrrole-1(2H)-carboxylate